2-(5-((Z)-((1r,4r,5r)-7,7-difluoro-4-methoxy-1-methyl-8-azabicyclo[3.2.1]oct-3-ylidene)methyl)pyrazin-2-yl)-5-(1H-imidazol-1-yl)phenol FC1(C[C@@H]2[C@@H](\C(\C[C@]1(N2)C)=C/C=2N=CC(=NC2)C2=C(C=C(C=C2)N2C=NC=C2)O)OC)F